2-((2-ethyl-6-(2-(4-hydroxypiperidine-1-carbonyl)pyrimidin-5-yl)imidazo[1,2-a]pyridin-3-yl)(methyl)amino)-4-(4-fluorophenyl)thiazole-5-carbonitrile C(C)C=1N=C2N(C=C(C=C2)C=2C=NC(=NC2)C(=O)N2CCC(CC2)O)C1N(C=1SC(=C(N1)C1=CC=C(C=C1)F)C#N)C